F[C@@H]1COCC[C@@H]1N1CC2=C(N=C(N=C2)C)C2(C1=O)CN(C2)C 6'-((3S,4S)-3-fluorotetrahydro-2H-pyran-4-yl)-1,2'-dimethyl-5',6'-dihydro-7'H-spiro[azetidine-3,8'-pyrido[4,3-d]pyrimidin]-7'-one